tert-butyl 4-[2-fluorosulfonyl-4-[3-[(4-methoxyphenyl)methyl]-2,4-dioxo-hexahydropyrimidin-1-yl]phenyl]piperazine-1-carboxylate FS(=O)(=O)C1=C(C=CC(=C1)N1C(N(C(CC1)=O)CC1=CC=C(C=C1)OC)=O)N1CCN(CC1)C(=O)OC(C)(C)C